N1=C2C(=CC=C1)CNC2 5,6-dihydro-7H-pyrrolo[3,4-b]pyridine